1,4-difluoro-2-isothiocyanato-5-[4-[4-(trifluoromethoxy)phenyl]-phenyl]benzene FC1=C(C=C(C(=C1)C1=CC=C(C=C1)C1=CC=C(C=C1)OC(F)(F)F)F)N=C=S